1-(3-methylpyridin-4-yl)ethan-1-one CC=1C=NC=CC1C(C)=O